3-cyclopropyl-1-methyl-N-(1-(2'-(trifluoromethyl)-[2,4'-bipyridin]-5-yl)cyclopropyl)-1H-pyrazole-5-carboxamide C1(CC1)C1=NN(C(=C1)C(=O)NC1(CC1)C=1C=CC(=NC1)C1=CC(=NC=C1)C(F)(F)F)C